methyl 2-[2-benzyloxy-4-(2-benzyloxy-2-oxo-ethyl)-5-fluoro-phenyl]-2-methyl-propanoate C(C1=CC=CC=C1)OC1=C(C=C(C(=C1)CC(=O)OCC1=CC=CC=C1)F)C(C(=O)OC)(C)C